N1=CN(C2=NC=CC=C21)[C@@H]2C[C@@H](CCC2)NC2=NC=C(C(=N2)C2=CC=NN2C)C#N 2-(((1R,3S)-3-(3H-imidazo[4,5-b]pyridin-3-yl)cyclohexyl)amino)-4-(1-methyl-1H-pyrazol-5-yl)pyrimidine-5-carbonitrile